CC(C)(C)OC(=O)N1C[C@H](CCC1)OC1=NC(=C(C2=C1C=CO2)Br)NC2=C(C(=CC=C2C)OC)C (3S)-3-({7-bromo-6-[(3-methoxy-2,6-dimethylphenyl)amino]furo[3,2-C]pyridin-4-yl}oxy)hexahydropyridine-1-carboxylic acid-2-methylpropan-2-yl ester